(1s,4s)-4-(4-oxo-1-((2-(trimethylsilyl)ethoxy)methyl)-1,4-dihydro-5H-pyrazolo[4,3-c]pyridin-5-yl)cyclohexane-1-carboxylic acid methyl ester COC(=O)C1CCC(CC1)N1C(C2=C(C=C1)N(N=C2)COCC[Si](C)(C)C)=O